N-(4-phenanthryl)-4-cyclohexylaniline C1=CC=C(C=2C3=CC=CC=C3C=CC12)NC1=CC=C(C=C1)C1CCCCC1